[Ir+3].C1(=CC=CC=C1)C1=NC(=C(N=C1C1=CC=CC=C1)C1=CC=CC=C1)C(C(C(C)(C)C)=O)(C(C(C)(C)C)=O)C1=C(N=C(C(=N1)C1=CC=CC=C1)C1=CC=CC=C1)C1=CC=CC=C1 bis(2,3,5-triphenylpyrazinyl)(dipivaloylmethane) iridium (III)